O(C1=CC=CC=C1)[C@@]1([C@@](O[C@@H]([C@]1(O)OC1=CC=CC=C1)CO)(N1C=[N+](C=2C(=O)NC(N)=NC12)C)C(C)=O)O 2',3'-diphenoxyacetyl-N7-methylguanosine